O1[C@H](COCC1)C=1C2=C(C(=NC1)OC)N=C(S2)NC(C2=CC=C(C(=O)O)C=C2)=O N-((S)-7-[1,4]Dioxan-2-yl-4-methoxy-thiazolo[4,5-c]pyridin-2-yl)-terephthalamic acid